C(C)(C)C1=C(NC2=CC=C(C=C12)C1CCNCC1)C1=CC(=NC=C1)CO (4-(3-isopropyl-5-(piperidin-4-yl)-1H-indol-2-yl)pyridin-2-yl)methanol